C(C(C)C)NC1=NC=C(C(=N1)N)OC1=C(C=C(C(=C1)S(=O)(=O)C)OC)C(C)C N2-Isobutyl-5-(2-isopropyl-5-methanesulfonyl-4-methoxy-phenoxy)-pyrimidine-2,4-diamine